FC=1C(=C(C=O)C=C(C1)F)C=C 3,5-difluoro-2-vinylbenzaldehyde